2-((tert-butylamino)methyl)-1-methyl-1H-imidazol C(C)(C)(C)NCC=1N(C=CN1)C